3-(4-(azepan-1-yl)-6-chloro-8-fluoro-2-((tetrahydro-1H-pyrrolizin-7a(5H)-yl)meth-oxy)quinazolin-7-yl)-2-fluoroaniline N1(CCCCCC1)C1=NC(=NC2=C(C(=C(C=C12)Cl)C=1C(=C(N)C=CC1)F)F)OCC12CCCN2CCC1